barium p-toluenesulfonate CC1=CC=C(C=C1)S(=O)(=O)[O-].[Ba+2].CC1=CC=C(C=C1)S(=O)(=O)[O-]